[Cu].[Fe].[Sm] samarium iron copper